Dimethyl-lactamide CCC(C(=O)N)(O)C